FC1=C(C=C)C=CC(=C1)F 2,4-difluorostyrene